FC1=CN=C2N1C=C(C=C2C(=O)NC2=CC(=CC=C2)C2(CC(C2)C)C2=NN=CN2C)CN2C[C@H](CCC2)C 3-fluoro-6-{[(3S)-3-methylpiperidin-1-yl]methyl}-N-{3-[(1r,3S)-3-methyl-1-(4-methyl-1,2,4-triazol-3-yl)cyclobutyl]phenyl}imidazo[1,2-a]pyridine-8-carboxamide